tris-phosphonate gallium [Ga+3].P([O-])([O-])=O.P([O-])([O-])=O.P([O-])([O-])=O.[Ga+3]